P(=O)(OC1=C(C=CC2=C1C[C@H]1CCCN([C@@H]1C2)CCC)OP(=O)([O-])[O-])([O-])[O-].[Na+].[Na+].[Na+].[Na+] tetrasodium (4aR,10aR)-1-propyl-1,2,3,4,4a,5,10,10a-octahydrobenzo[g]quinoline-6,7-diyl bis(phosphate)